O[C@]12[C@@H](C[C@H]3[C@@H]4CC[C@H]([C@@H](CC[C@H](C(C)C)C)C)[C@]4(CC[C@@H]3[C@]2(CC[C@@H](C1)O)C)C)NCCC=1N=CNC1 5α-hydroxy-6β-[2-(1H-imidazol-4-yl)ethylamino]campestan-3β-ol